ClC=1C=CC2=C(SC(=C2)C(C(=C)C2=CC(=C(C=C2)OC)OC)=O)C1 1-(6-chlorobenzo[b]thiophen-2-yl)-2-(3,4-dimethoxyphenyl)prop-2-en-1-one